N(=[N+]=[N-])C\C=C(/CBr)\C1=CC=C(C=C1)[Si](C)(C)C(C)(C)C (Z)-(4-(4-azido-1-bromobut-2-en-2-yl)phenyl)(tert-butyl)DIMETHYLSILANE